CN(CCNCCN(C)C)C di[2-(dimethylamino)ethyl]amine